1,3-diphenyl-4,4-di(2-quinolyl)-1-butanone C1(=CC=CC=C1)C(CC(C(C1=NC2=CC=CC=C2C=C1)C1=NC2=CC=CC=C2C=C1)C1=CC=CC=C1)=O